C(=O)(O)C1=CC(=C(C=C1)B(O)O)[N+](=O)[O-] 4-CARBOXY-2-NITROPHENYLBORONIC ACID